methyl 3-(difluoromethyl)-4-nitrobenzoate FC(C=1C=C(C(=O)OC)C=CC1[N+](=O)[O-])F